{7-chloro-4-[2-(trimethylsilyl)ethynyl]-2,6-naphthyridin-3-yl}acetamide ClC1=NC=C2C(=C(N=CC2=C1)CC(=O)N)C#C[Si](C)(C)C